2-(4-(benzyloxy)pyrimidin-2-yl)propan-2-ol C(C1=CC=CC=C1)OC1=NC(=NC=C1)C(C)(C)O